2-benzyl-2-chloro-N-(8-fluoro-3-quinolyl)-4-methyl-pentanamide C(C1=CC=CC=C1)C(C(=O)NC=1C=NC2=C(C=CC=C2C1)F)(CC(C)C)Cl